C1(CC1)NC1=CC(=NC=C1C#CC)NC(N(C)C1=NC(=C(C=C1)CN1C(CN(CC1)C)=O)C=O)=O 3-(4-(cyclopropylamino)-5-(prop-1-yn-1-yl)pyridin-2-yl)-1-(6-formyl-5-((4-methyl-2-oxopiperazin-1-yl)methyl)pyridin-2-yl)-1-methylurea